FC(C1=CC=C(C=C1)[Al])(F)F (para-trifluoromethylphenyl)aluminum